1-(quinoxalin-6-yl)pyrrolidine N1=CC=NC2=CC(=CC=C12)N1CCCC1